5-methyl-3-((4-methoxyphenyl)thio)indole CC=1C=C2C(=CNC2=CC1)SC1=CC=C(C=C1)OC